OB1OCC2=C1C(=C(C=C2)C(=O)N[C@@H](C(C)C)C(=O)OCC2CCN(CC2)C)C (1-Methylpiperidin-4-yl)methyl (1-hydroxy-7-methyl-1,3-dihydrobenzo[c][1,2]oxaborole-6-carbonyl)-L-valinate